methyl 6-hydroxybenzo[b]thiophene-2-carboxylate OC=1C=CC2=C(SC(=C2)C(=O)OC)C1